3-((2S,4R,6R)-1,2,6-trimethylpiperidin-4-yl)cinnoline CN1[C@H](CC(C[C@H]1C)C=1N=NC2=CC=CC=C2C1)C